3-(2-(2,4-dioxo-1,3,8-triazaspiro[4.5]decan-8-yl)-1,1-difluoro-2-oxoethyl)-4-fluoro-N-(4-fluoro-3-methylphenyl)benzamide O=C1NC2(C(N1)=O)CCN(CC2)C(C(F)(F)C=2C=C(C(=O)NC1=CC(=C(C=C1)F)C)C=CC2F)=O